5-bromo-3-fluoro-2-methylindazole BrC1=CC2=C(N(N=C2C=C1)C)F